(R)-2-methyl-N-(1-(2-(oxetan-3-ylamino)quinolin-4-yl)ethyl)benzamide CC1=C(C(=O)N[C@H](C)C2=CC(=NC3=CC=CC=C23)NC2COC2)C=CC=C1